phenylbenzodiazole C1(=CC=CC=C1)C1=NNC2=C1C=CC=C2